FC(C=1C=C(OC2=C(C=C(C#N)C=C2)OC)C=C(C1)C(F)(F)F)F 4-[3-(difluoromethyl)-5-(trifluoromethyl)phenoxy]-3-methoxy-benzonitrile